NCC1=NC=CC(=C1)C1=CC(=CC=2C=COC21)[C@@H]2CN(C1=C(O2)C(=CC=C1)CC(=O)O)C |r| (±)-2-(2-(7-(2-(Aminomethyl)pyridin-4-yl)benzofuran-5-yl)-4-methyl-3,4-dihydro-2H-benzo[b][1,4]oxazin-8-yl)acetic acid